N-(4-(2H-1,2,3-triazol-2-yl)benzyl)-2-(4-cyclopropyl-6-methoxypyrimidin-5-yl)-7H-purin-6-amine N=1N(N=CC1)C1=CC=C(CNC2=C3NC=NC3=NC(=N2)C=2C(=NC=NC2OC)C2CC2)C=C1